CC1=C(OC(C(=O)O)(C)C)C(=CC(=C1)CN1CCN(CC1)CCC1=CC=C(C=C1)SC)C 2-(2,6-Dimethyl-4-((4-(4-(methylthio)phenethyl)piperazin-1-yl)methyl)phenoxy)-2-methylpropanoic acid